isopropyl (S)-2-((R)-2-cyano-2-methoxyacetamido)-6-diazo-5-oxohexanoate C(#N)[C@H](C(=O)N[C@H](C(=O)OC(C)C)CCC(C=[N+]=[N-])=O)OC